trans-1,2-bis(3,4,5-trimethylphenylphosphinomethyl)cyclobutane CC=1C=C(C=C(C1C)C)PC[C@H]1[C@@H](CC1)CPC1=CC(=C(C(=C1)C)C)C